chromium (III) diacetate C(C)(=O)[O-].C(C)(=O)[O-].[Cr+3]